ethyl (hydroxyimino)cyanoacetate potassium salt [K].ON=C(C(=O)OCC)C#N